trans-2-chloro-5-(2,2-dichloro-3-(3,5-dichlorophenyl)cyclopropane-1-carboxamido)-N-(2,4-difluoro-3-methoxyphenyl)benzamide ClC1=C(C(=O)NC2=C(C(=C(C=C2)F)OC)F)C=C(C=C1)NC(=O)[C@@H]1C([C@H]1C1=CC(=CC(=C1)Cl)Cl)(Cl)Cl